NC1=C(C=NN1C1(CC1)C)C(=O)NCC#CC1=NN2C(C=CC=C2N[C@H]2[C@H](CN(CC2)C)F)=C1CC(F)(F)F 5-amino-N-[3-(7-{[(3S,4R)-3-fluoro-1-methylpiperidin-4-yl]amino}-3-(2,2,2-trifluoroethyl)pyrazolo[1,5-a]pyridin-2-yl)prop-2-yn-1-yl]-1-(1-methylcyclopropyl)-1H-pyrazole-4-carboxamide